FC(C(=O)O)(F)F.COC=1C=C2CCN(CC2=CC1NC1=NC=C2C(=N1)N(N=C2)C2CCN(CC2)S(=O)(=O)C)C 6-methoxy-2-methyl-N-[1-(1-methylsulfonyl-4-piperidyl)pyrazolo[3,4-d]pyrimidin-6-yl]-3,4-dihydro-1H-isoquinolin-7-amine trifluoroacetate